COC(CNC(CNC(CNC(CNC(CCCC(NCCN1CCC(CC1)N(C(CC)=O)C1=CC=CC=C1)=O)=O)=O)=O)=O)=O Methyl-2-[2-(2-{2-[4-({2-[4-(N-phenylpropanamido)piperidin-1-yl]ethyl}carbamoyl) butanamido]acetamido}acetamido)acetamido]acetate